2-bromo-4-[2-(1-phenyl-2,5,8,11,14-pentaoxahexadecan-16-yl)piperidin-1-yl]pyridine BrC1=NC=CC(=C1)N1C(CCCC1)CCOCCOCCOCCOCCOCC1=CC=CC=C1